6-chloro-3-(2-methylpyridin-4-yl)-5-((3aR,5s,6aS)-2-(tetrahydro-2H-pyran-4-yl)octahydrocyclopenta[c]pyrrol-5-yl)-1H-indazole ClC1=C(C=C2C(=NNC2=C1)C1=CC(=NC=C1)C)C1C[C@@H]2[C@@H](CN(C2)C2CCOCC2)C1